FC1=C(C=CC(=C1)F)[C@H](C)NC([C@H](C)N1C(NC2=CC=C(C=C2C1=O)F)=O)=O (S)-N-((S)-1-(2,4-difluorophenyl)ethyl)-2-(6-fluoro-2,4-dioxo-1,4-dihydroquinazolin-3(2H)-yl)propanamide